2-(1-methyl-1H-pyrazol-5-yl)-3-vinyl-1-naphthonitrile CN1N=CC=C1C1=C(C2=CC=CC=C2C=C1C=C)C#N